CN1N=C2C(CN(C=3C(=CC=CC23)NC2=CC(=NC=C2C(=O)NC)NC2=NC(=NC(=C2)C)C)C)=C1 4-((2,5-dimethyl-4,5-dihydro-2H-pyrazolo-[4,3-c]quinolin-6-yl)amino)-6-((2,6-dimethylpyrimidin-4-yl)amino)-N-methylnicotinamide